(6-((2-((5-ethyl-2-methoxy-6-(1-methylpiperidin-4-yl)pyridin-3-yl)amino)-7H-pyrrolo[2,3-d]pyrimidin-4-yl)amino)quinoxalin-5-yl)dimethylphosphine oxide C(C)C=1C=C(C(=NC1C1CCN(CC1)C)OC)NC=1N=C(C2=C(N1)NC=C2)NC=2C(=C1N=CC=NC1=CC2)P(C)(C)=O